COC(CC1=CC=C(C=C1)I)=O 2-(4-iodophenyl)acetic acid methyl ester